BrC1=CC2=C(OCCN2)C=N1 7-bromo-1H,2H,3H-pyrido[3,4-b][1,4]oxazine